CN(C(COC1=CC(=CC=C1)C1=NC[C@H](CC1)C)C)C N,N-dimethyl-1-(3-((S)-5-methyl-3,4,5,6-tetrahydropyridin-2-yl)phenoxy)propan-2-amine